tert-butyl (3S,4S)-4-amino-3-fluoro-piperidine-1-carboxylate N[C@@H]1[C@H](CN(CC1)C(=O)OC(C)(C)C)F